dodecyl 3-amino-4-(5-((4-fluoro-3-methylphenyl) carbamoyl) naphthalen-2-yl)-1H-indazole-1-carboxylate NC1=NN(C2=CC=CC(=C12)C1=CC2=CC=CC(=C2C=C1)C(NC1=CC(=C(C=C1)F)C)=O)C(=O)OCCCCCCCCCCCC